FC=1C=C(C=CC1OC)C1=CN=C2N1C=CN=C2NC2=CC(=C(C(=O)N1CCC(CC1)C(=O)N(CCNC)C)C=C2)C 1-[4-[[3-(3-fluoro-4-methoxyphenyl)imidazo[1,2-a]pyrazin-8-yl]amino]-2-methylbenzoyl]-N-methyl-N-[2-(methylamino)ethyl]piperidine-4-carboxamide